ClC1=CC(=C(C=C1)C1=NC(=CC=2N=C(N(C(C21)=O)C)C)N2C[C@@H](OCC2)C=2C=NN(C2)CC(F)(F)F)F 5-(4-chloro-2-fluorophenyl)-2,3-dimethyl-7-((2S)-2-(1-(2,2,2-trifluoroethyl)-1H-pyrazol-4-yl)-4-morpholinyl)pyrido[4,3-d]pyrimidin-4(3H)-one